COC(=O)C=1C=C(C2=C(OCO2)C1[N+](=O)[O-])C1=CCN(CC1)C(=O)OC(C)(C)C Tert-butyl 4-(6-(methoxycarbonyl)-7-nitrobenzo[d][1,3]dioxolan-4-yl)-5,6-dihydropyridine-1(2H)-carboxylate